C(C)(C)(C)N[C@@H]1CN(CC1)C=1N=NC(=CC1)C1=C(C=C(C=C1)C1=CN=NC(=C1)OC)OCOC (3S)-N-tert-butyl-1-{6-[2-(methoxymethoxy)-4-(6-methoxypyridazin-4-yl)phenyl]pyridazin-3-yl}pyrrolidin-3-amine